NC=1C(=NC(=C(C1N)O)C)C 3,4-diamino-5-hydroxy-2,6-dimethyl-pyridine